FC(OC1=CC2=C(C(=NO2)N2C(N3C(=C2)C([C@@H](C3)NS(=O)(=O)C)(F)F)=O)C(=C1)C1=C(C=C(C=C1F)F)F)F N-{(6R)-2-[6-(difluoromethoxy)-4-(2,4,6-trifluorophenyl)-1,2-benzoxazol-3-yl]-7,7-difluoro-3-oxo-2,5,6,7-tetrahydro-3H-pyrrolo[1,2-c]imidazol-6-yl}methanesulfonamide